ClC1=CC(N(S1(=O)=O)C1=CC=C(C=C1)CCC(=O)O)=O 3-(4-(5-chloro-1,1-dioxido-3-oxoisothiazol-2(3H)-yl)phenyl)propanoic acid